[3,3'-bipyridin]-2(1H)-one N1C(C(=CC=C1)C=1C=NC=CC1)=O